1,4-bis[4-(3-acryloxypropoxy)benzoyloxy]-2-methylbenzene C(C=C)(=O)OCCCOC1=CC=C(C(=O)OC2=C(C=C(C=C2)OC(C2=CC=C(C=C2)OCCCOC(C=C)=O)=O)C)C=C1